COC1=CC=C(C=C1)C(OCC(=O)N)(C1=CC=CC=C1)C1=CC=CC=C1 2-((4-methoxyphenyl)diphenylmethoxy)acetamide